5-amino-3-methylpyridine NC=1C=C(C=NC1)C